2-(4-acetylphenyl)-10-(3-(4-(3-chlorophenyl)piperazin-1-yl)propoxy)-7,7-dimethyl-5,12b-dihydro-1H,7H-chromeno[4,3-c][1,2,4]triazolo[1,2-a]pyridazin-1,3(2H)-dione dihydrochloride Cl.Cl.C(C)(=O)C1=CC=C(C=C1)N1C(N2N(CC=C3C2C=2C=CC(=CC2OC3(C)C)OCCCN3CCN(CC3)C3=CC(=CC=C3)Cl)C1=O)=O